FC=1C2=C(C(=NC1)C)CC(C2)CNCCC2=NN(C(O2)=O)C2=NC1=C(OCC(N1)=O)N=C2 6-[5-[2-[(4-fluoro-1-methyl-6,7-dihydro-5H-cyclopenta[c]pyridin-6-yl)methylamino]ethyl]-2-oxo-1,3,4-oxadiazol-3-yl]-4H-pyrazino[2,3-b][1,4]oxazin-3-one